N-(2-carbamoyl-4-cyano-6-methyl-phenyl)-2-cyclopropyl-5-(2,2-difluoroethoxy)pyrazole-3-carboxamide C(N)(=O)C1=C(C(=CC(=C1)C#N)C)NC(=O)C=1N(N=C(C1)OCC(F)F)C1CC1